CC(CCC(=O)OC)(CC=C)C methyl 4,4-dimethylhept-6-enoate